C(C)C(CC(=O)O)[C@@H](C)[C@H]1CC[C@H]2[C@@H]3CCC4CCCC[C@]4(C)[C@H]3CC[C@]12C 22-ethyl-cholanic acid